OCC1=NC=CC(=N1)O[C@@H]1C[C@@H](N(CC1)C(=O)OC(C)(C)C)C (2S,4S)-tert-butyl 4-((2-(hydroxymethyl)pyrimidin-4-yl)oxy)-2-methylpiperidine-1-carboxylate